CC1=C(C=CC(=C1)N1CCC(CC1)C(F)(F)F)C1(CCC(CC1)N)N 1-(2-methyl-4-(4-(trifluoromethyl)piperidin-1-yl)phenyl)cyclohexane-1,4-diamine